(R)-1-(1-acryloylpyrrolidin-3-yl)-3-(3-(4-methoxyphenoxy)phenyl)-1H-imidazo[4,5-c]pyridin-2(3H)-one C(C=C)(=O)N1C[C@@H](CC1)N1C(N(C=2C=NC=CC21)C2=CC(=CC=C2)OC2=CC=C(C=C2)OC)=O